C(CCCC)P(O)(O)=O 1-pentyl-phosphonic acid